IC=CC 1-iodopropene